FC1=CC=C(C=C1)NC(SC)=C1C(N(N(CC1=O)C=1C=CC(=NC1)C#N)C)=O (4EZ)-5-(4-(((4-fluorophenyl)amino)(methylthio)methylene)-2-methyl-3,5-dioxo-tetrahydropyridazin-1(2H)-yl)picolinonitrile